NC=1C=C(C=CC1N(C1CCOCC1)CC(C)C)C1(CCCC1)C#N 1-[3-amino-4-[(2-methylpropyl)(tetrahydropyran-4-yl)amino]phenyl]cyclopentane-1-carbonitrile